4-(4-amino-6-(4-methacrylamido-phenyl)-7-methyl-7H-pyrrolo[2,3-d]pyrimidin-5-yl)-N-(3-hydroxycyclobutyl)benzamide NC=1C2=C(N=CN1)N(C(=C2C2=CC=C(C(=O)NC1CC(C1)O)C=C2)C2=CC=C(C=C2)NC(C(=C)C)=O)C